CC1=C(C(=O)P(OCCCC)(C(C2=C(C=C(C=C2C)C)C)=O)=O)C(=CC(=C1)C)C bis(2,4,6-trimethylbenzoyl)-n-butoxyphosphine oxide